C(C1=CC=CC=C1)OC1=C(C(=C2C=CC(=CC2=C1)NC(CC1CCN(CC1)C1=CC=C2C(=NN(C2=C1)C)C1C(NC(CC1)=O)=O)=O)F)N1S(NC(C1)=O)(=O)=O N-[7-benzyloxy-5-fluoro-6-(1,1,4-trioxo-1,2,5-thiadiazolidin-2-yl)-2-naphthyl]-2-[1-[3-(2,6-dioxo-3-piperidyl)-1-methyl-indazol-6-yl]-4-piperidyl]acetamide